Cl.C(C)OC(=O)C1=C(N(C2=CC(=C(C(=C12)CN(C)C)O)Br)C)CSC1=CC=CC=C1 6-bromo-4-(dimethylaminomethyl)-5-hydroxy-1-methyl-2-(phenylthiomethyl)-1H-indole-3-carboxylic acid ethyl ester hydrochloride